C(CCCCCCCCCCCCCCC)C[PH3+] cetylmethylphosphonium